tert-butyl ((S)-(7-((R*)-(2-(3,3-difluorocyclobutyl)acetamido)(tetrahydro-2H-pyran-4-yl)methyl)imidazo[1,2-b]pyridazin-2-yl)(4,4-difluorocyclohexyl)methyl)carbamate FC1(CC(C1)CC(=O)N[C@@H](C1=CC=2N(N=C1)C=C(N2)[C@H](C2CCC(CC2)(F)F)NC(OC(C)(C)C)=O)C2CCOCC2)F |o1:9|